C(#N)[C@H](C[C@H]1C(NC(C1)([2H])[2H])=O)NC(=O)C1NCC2([C@H](C2)C([C@H](C(C)(C)C)NC(C(F)(F)F)=O)=O)C1 (S)-N-{(1S)-1-cyano-2-[(3S)-2-oxo-3-pyrrolidinyl-5,5-d2]Ethyl}-2-[(2S)-3,3-dimethyl-2-(2,2,2-trifluoroacetylamino)butanoyl]-5-azaspiro[2.4]Heptane-6-carboxamide